CC(N(C)C)OC(=O)C=C N-dimethylaminoethyl acrylate